Cl.CC(CCCCCCC)=O Nonane-2-one hydrochloride